methyl 4-((tert-butoxycarbonyl)amino)-7-methylbenzofuran-6-carboxylate C(C)(C)(C)OC(=O)NC1=CC(=C(C2=C1C=CO2)C)C(=O)OC